ClC1=C2C(=NC(=N1)SC)NN=C2 4-chloro-6-(methylthio)-1H-pyrazolo[3,4-d]pyrimidine